1-ethyl-3-methylimidazoledinitrile ammonia salt N.C(C)N1C(N(C(=C1)C#N)C)C#N